C(C=C)(=O)N1CCN(CC1)C1=NC(N2C3=C(C(=C(C=C13)Cl)C1=C(C=CC=C1O)F)OCC2)=O 7-(4-acryloylpiperazin-1-yl)-9-chloro-10-(2-fluoro-6-hydroxyphenyl)-2H-[1,4]oxazino[2,3,4-ij]quinazolin-5(3H)-one